4-bromo-6-(methoxymethoxy)-1H-indazole-7-carbonitrile BrC1=C2C=NNC2=C(C(=C1)OCOC)C#N